N-(2-(4-(aminomethyl)-4-methylpiperidin-1-yl)-5-(trifluoromethyl)phenyl)-5-(tetrahydro-2H-pyran-4-yl)furan-2-carboxamide NCC1(CCN(CC1)C1=C(C=C(C=C1)C(F)(F)F)NC(=O)C=1OC(=CC1)C1CCOCC1)C